C(=O)(OC(C)(C)C)N1CCC2(CC(C2)=O)CC1 7-Boc-7-azaspiro[3.5]nonan-2-one